COC(C1=C(C(=C(C=C1)C1(CCCC1)C#N)C(NC)=O)OC)=O (1-cyanocyclopentyl)-2-methoxy-3-(methylcarbamoyl)benzoic acid methyl ester